OCC(=S)C1=CC=CC=C1 hydroxyphenyl-1-ethanethione